ClC=1C=NN(C1C=1N=C(C=2C(N1)=CN(N2)C)N(CC2=CC=C(C=C2)C=2N(C=C(N2)C(F)(F)F)C)C)C(C)C 5-(4-chloro-1-isopropyl-1H-pyrazol-5-yl)-N,2-dimethyl-N-(4-(1-methyl-4-(trifluoromethyl)-1H-imidazol-2-yl)benzyl)-2H-pyrazolo[4,3-d]pyrimidin-7-amine